1-[5-(4-fluorophenyl)-7-iodo-6-(2-methoxy-1,1-dimethyl-ethyl)-3-methyl-pyrrolo[2,3-f]indazol-1-yl]-2,2-dimethyl-propan-1-one FC1=CC=C(C=C1)N1C(=C(C2=C1C=C1C(=NN(C1=C2)C(C(C)(C)C)=O)C)I)C(COC)(C)C